C1(=CC=CC=C1)S(=O)(=O)[O-].NNC(=[NH2+])N aminoguanidinium benzenesulfonate